1-(4-methoxybenzyl)-6-(1,2,3,6-tetrahydropyridin-4-yl)-1H-pyrazolo[3,4-b]pyridine COC1=CC=C(CN2N=CC=3C2=NC(=CC3)C=3CCNCC3)C=C1